2-Ethyl-3-oxo-2,4-dihydro-1H-quinoxaline-6-carboxylic acid ethyl ester C(C)OC(=O)C=1C=C2NC(C(NC2=CC1)CC)=O